NC1=NC(=NN1C(=O)C1=CC=C(C=C1)NC(=O)C1CCCCC1)C1=NC=CC=C1 N-(4-(5-amino-3-(pyridin-2-yl)-1H-1,2,4-triazole-1-carbonyl)phenyl)cyclohexanecarboxamide